5-chloro-2-[5-methyl-3-[[(3R)-1-methyl-3-piperidinyl]amino]-1,2,4-triazin-6-yl]phenol ClC=1C=CC(=C(C1)O)C1=C(N=C(N=N1)N[C@H]1CN(CCC1)C)C